5-chloro-2-(2-(trifluoromethyl)pyrimidin-5-yl)benzaldehyde ClC=1C=CC(=C(C=O)C1)C=1C=NC(=NC1)C(F)(F)F